2-methyl-8-azabicyclo[3.2.1]octan-2-ol CC1(C2CCC(CC1)N2)O